CC1(OB(OC1(C)C)C1=CC=C(C=C1)[S@@](=O)C)C (S)-4,4,5,5-tetramethyl-2-(4-(methylsulfinyl)phenyl)-1,3,2-dioxaborolane